(4-tolyl)(4-isobutylphenyl)iodonium hexafluorophosphate F[P-](F)(F)(F)(F)F.C1(=CC=C(C=C1)[I+]C1=CC=C(C=C1)CC(C)C)C